2-amino-N-{(1S,2S)-2-[(4-{1-[4-(2,3-dihydroxypropyl)piperazin-1-yl]-2,3-dihydro-1H-inden-5-yl}phenyl)methoxy]cyclopentyl}-5-(1-methyl-1H-pyrazol-4-yl)pyridine-3-carboxamide NC1=NC=C(C=C1C(=O)N[C@@H]1[C@H](CCC1)OCC1=CC=C(C=C1)C=1C=C2CCC(C2=CC1)N1CCN(CC1)CC(CO)O)C=1C=NN(C1)C